((2-(trimethylsilyl)ethoxy)methyl)Imidazo[1,5-a]pyridine-6-sulfonamide C[Si](CCOCC=1N=CN2C1C=CC(=C2)S(=O)(=O)N)(C)C